10-[3-(Hydroxymethyl)-4-{6-methoxy-5-[(2-methylpyrimidin-4-yl)amino]pyridin-3-yl}pyridin-2-yl]-4,4-dimethyl-1,10-diazatricyclo[6.4.0.02,6]dodeca-2(6),7-dien-9-one OCC=1C(=NC=CC1C=1C=NC(=C(C1)NC1=NC(=NC=C1)C)OC)N1C(C2=CC=3CC(CC3N2CC1)(C)C)=O